C[C@H]1CC=C2[C@H]([C@]1(C)CCC(C)(C=C)O)CCCC2(C)C The molecule is a bicyclic halimane-type diterpenoid produced by the pathogen Mycobacterium tuberculosis as a defense against macrophage attack. The structure was revised in 2010, having been initially thought to be tricyclic. The compound was originally named nosyberkol after it was first isolated in 2004 from a sponge, Raspailia sp., collected from the Nosy Be island of Madagascar. It has a role as a metabolite. It is a halimane diterpenoid, a tertiary alcohol and a carbobicyclic compound.